[Cl-].C(CCCCCCC\C=C/CCCCCCCC)(=O)C([NH+](C)C)C(CCCCCCC\C=C/CCCCCCCC)=O dioleoyltrimethylammonium chloride